C(CCCCC)C(C(=O)OC(CCOC(CC1C(C(CC1)=O)C\C=C/CC)=O)CCCCCCCC)CCCCCCCC (Z)-1-(2-(3-oxo-2-(pent-2-en-1-yl)cyclopentyl)acetoxy)undecan-3-yl 2-hexyldecanoate